3,6-diamino-N2,N5-bis[2-(tert-butoxycarbonyl)-aminoethyl]pyrazine-2,5-dicarboxamide NC=1C(=NC(=C(N1)C(=O)NCC(C(=O)OC(C)(C)C)N)N)C(=O)NCC(C(=O)OC(C)(C)C)N